(3S,11aR)-7-(4-(2-(trifluoromethyl)pyridin-4-yloxy)phenethoxy)-3,4-dihydro-1H,9H,11H-3,11a-methanopyrimido[6',1':2,3]imidazo[5,1-c][1,4]oxazin-9-one FC(C1=NC=CC(=C1)OC1=CC=C(CCOC2=NC(N3C(N4[C@@]5(CO[C@H](C4)C5)C3)=C2)=O)C=C1)(F)F